3-[[3-[2-[tert-butyl(dimethyl)silyl]oxyethyl]-2-hydroxy-1,2-benzoxaborinin-6-yl]amino]-1-[trans-4-cyanotetrahydropyran-3-yl]pyrazole-4-carboxamide [Si](C)(C)(C(C)(C)C)OCCC=1B(OC2=C(C1)C=C(C=C2)NC2=NN(C=C2C(=O)N)[C@@H]2COCC[C@H]2C#N)O